CN1N=CC(=C1B(O)O)C.OC(C)(C)C(C)(C)O pinacol 1,4-dimethyl-1H-pyrazol-5-ylboronate